C(C)(C)(C)OC(C(C)(C)O\N=C(/C(=O)Cl)\C1=NSC(=N1)N)=O (Z)-2-(((1-(5-amino-1,2,4-thiadiazol-3-yl)-2-chloro-2-oxoethylidene)-amino)oxy)-2-methylpropionic acid tert-butyl ester